(E)-3-(4-chloro-3-methylphenyl)-1-(6-methoxy-9H-pyrido[3,4-b]indol-1-yl)prop-2-en-1-one ClC1=C(C=C(C=C1)/C=C/C(=O)C1=NC=CC2=C1NC1=CC=C(C=C21)OC)C